[(1R,5S,6S)-6-(5,5-dimethyl-4,5-dihydro-1,2-oxazol-3-yl)-3-azabicyclo[3.1.0]hex-3-yl]-{1-[(1S)-1-(tetrahydro-2H-pyran-4-yl)ethyl]-1H-imidazol-4-yl}methanone CC1(CC(=NO1)C1[C@H]2CN(C[C@@H]12)C(=O)C=1N=CN(C1)[C@@H](C)C1CCOCC1)C